(1S)-1-({[5-chloro-2-(3-methoxyphenoxy)benzoyl]amino}ethyl)benzoic acid ClC=1C=CC(=C(C(=O)NCC[C@@]2(C(=O)O)CC=CC=C2)C1)OC1=CC(=CC=C1)OC